IC=1C=C(C=C(C1)I)S(=O)(=O)Cl 3,5-diiodobenzenesulfonyl chloride